tris(N,N'-di-i-propylformamidine) yttrium [Y].C(C)(C)NC=NC(C)C.C(C)(C)NC=NC(C)C.C(C)(C)NC=NC(C)C